(3E)-6-(hexyloxymethoxy)-3-hexenylmagnesium chloride C(CCCCC)OCOCC/C=C/CC[Mg]Cl